C(C1=CC=CC=C1)NC(=O)N([C@@H]1CC[C@H](CC1)NC1=NC=C(C(=N1)NCCNC(C)=O)C#N)C1=NC=C(C=C1)C=1C=NN(C1)C N-(2-((2-((trans-4-((benzylcarbamoyl)(5-(1-methyl-1H-pyrazol-4-yl)pyridin-2-yl)amino)cyclohexyl)amino)-5-cyanopyrimidin-4-yl)amino)ethyl)acetamide